(4-(4-(trifluoromethyl)-1-((2-(trimethylsilyl)ethoxy)methyl)-1H-imidazol-2-yl)phenyl)methanol FC(C=1N=C(N(C1)COCC[Si](C)(C)C)C1=CC=C(C=C1)CO)(F)F